[isopropyl(methyl)amino]but-2-en-1-one C(C)(C)N(C)C(C=CC)=O